thiobis-benzenedithiol S(C1=C(C(=CC=C1)S)S)C1=C(C(=CC=C1)S)S